NC1=NC=C(C2=C1C(=NN2C)C2=CC(=C(C=C2)NS(=O)(=O)CC)OCC2=CC=C(C=C2)F)[N+](=O)[O-] N-(4-{4-amino-1-methyl-7-nitro-1H-pyrazolo[4,3-c]pyridin-3-yl}-2-[(4-fluorophenyl)methoxy]phenyl)ethane-1-sulfonamide